(E)-3-((1-(2-(5-cyclopropyl-3-(3,5-dichloropyridin-4-yl)isoxazol-4-yl)vinyl)-2-oxabicyclo[2.2.2]oct-4-yl)methoxy)-5-(trifluoromethyl)benzoic acid C1(CC1)C1=C(C(=NO1)C1=C(C=NC=C1Cl)Cl)/C=C/C12OCC(CC1)(CC2)COC=2C=C(C(=O)O)C=C(C2)C(F)(F)F